NC(C[C@@H](C(=O)OC)NC(=O)OC(C)(C)C)C methyl (2S)-4-amino-2-(tert-butoxycarbonylamino)pentanoate